Lauryl-dimethylaminoacetic acid C(CCCCCCCCCCC)C(C(=O)O)N(C)C